5-(4-((2,4-dioxo-3-propyl-1,2,3,4-tetrahydropyrido[3,2-d]pyrimidin-7-yl)methyl)piperazin-1-yl)-N-methylpyridinecarboxamide O=C1N(C(C2=C(N1)C=C(C=N2)CN2CCN(CC2)C=2C=CC(=NC2)C(=O)NC)=O)CCC